CN1CCN(CC1)C=1C=CC(=C(C1)NC=O)OC(F)(F)F N-(5-(4-methylpiperazin-1-yl)-2-(trifluoromethoxy)phenyl)carboxamide